CN1C=2C=NC(=NC2NCC1=O)NC1=CC=2C(=NSN2)C=C1C 5-methyl-2-((6-methylbenzo[c][1,2,5]thiadiazol-5-yl)amino)-7,8-dihydropteridin-6(5H)-one